N1C=C(C2=CC=CC=C12)C(CCO)C=1SC=CC1 3-(3-indolyl)-3-(2-thienyl)-1-propanol